Cl.N1C(=NC=C1)C1=C2CCO[C@@H](C2=CC=C1)CNC (S)-1-(5-(1H-Imidazol-2-yl)isochroman-1-yl)-N-methylmethanamine hydrochloride salt